tert-butyl (tert-butoxycarbonyl)(6-fluoro-7-iodo-[1,2,4]triazolo[1,5-a]pyridin-2-yl)carbamate C(C)(C)(C)OC(=O)N(C(OC(C)(C)C)=O)C1=NN2C(C=C(C(=C2)F)I)=N1